((5-(4-(difluoromethoxy)-3-methylphenyl)thiophen-2-yl)methyl)-(2-fluorophenyl)quinoxaline-2-carboxamide FC(OC1=C(C=C(C=C1)C1=CC=C(S1)CC1=C2N=C(C(=NC2=CC=C1)C(=O)N)C1=C(C=CC=C1)F)C)F